C1(=CC=CC=C1)C(OC1CCN(CC1)CCCC(=O)C1=CC=C(C=C1)C(C(=O)[O-])(C)C)C1=CC=CC=C1.[Na+] sodium 2-(4-(4-(4-(diphenylmethoxy) piperidin-1-yl) butyryl) phenyl)-2-methylpropanoate